allyl 5-(4-(2-aminoethoxy)phenyl)-6-chloro-1H-indole-3-carboxylate NCCOC1=CC=C(C=C1)C=1C=C2C(=CNC2=CC1Cl)C(=O)OCC=C